CN(C1=CC=C(C=CC=2OC3=C(N2)C=CC=C3)C=C1)C 2-(p-dimethylaminostyryl)Benzoxazole